2-(((2-(5-Chloropyridin-2-yl)-2-methylbenzo[d][1,3]dioxol-4-yl)-2,5-diazabicyclo[4.2.0]octan-2-yl)methyl)-4-methoxy-1-(((S)-oxetan-2-yl)methyl)-1H-benzo[d]imidazole-6-carboxylic acid ClC=1C=CC(=NC1)C1(OC2=C(O1)C=CC=C2C21N(CCNC1CC2)CC2=NC1=C(N2C[C@H]2OCC2)C=C(C=C1OC)C(=O)O)C